8,9-di(naphthalene-1-yl)-9H-purine C1(=CC=CC2=CC=CC=C12)C=1N(C2=NC=NC=C2N1)C1=CC=CC2=CC=CC=C12